C1(CCCC1)C(=O)N1CC2(CCC1)OCC(N(CC2)CC(=O)O)=O 2-(2-(cyclopentanecarbonyl)-9-oxo-7-oxa-2,10-diazaspiro[5.6]dodecan-10-yl)acetic acid